BrC1=C(C(=NC=C1)C#N)OCC bromo-3-ethoxypyridine-2-carbonitrile